1-Ethyl-1-propylpiperidinium triflate [O-]S(=O)(=O)C(F)(F)F.C(C)[N+]1(CCCCC1)CCC